3-(3-oxo-2,3-dihydro-4H-benzo[b][1,4]thiazin-4-yl)propanoic acid O=C1N(C2=C(SC1)C=CC=C2)CCC(=O)O